6,7-dichloro-2-((S)-1-((R)-4,6-dimethyl-1,4-diazepan-1-yl)butyl)-3-ethylquinazolin-4(3H)-one ClC=1C=C2C(N(C(=NC2=CC1Cl)[C@H](CCC)N1CCN(C[C@H](C1)C)C)CC)=O